2(1H)-PYRIDONE N1C(C=CC=C1)=O